CC1(OB(OC1(C)C)C=1C=CC=NC1)C 5-(4,4,5,5-tetramethyl-1,3,2-dioxaborolan-2-yl)pyridin